The molecule is a member of the class of chalcones that is trans-chalcone substituted by hydroxy groups at positions 2' and 4, methoxy group at positions 4' and 6' and a prenyl group at position 3'. It has a role as an EC 1.14.18.1 (tyrosinase) inhibitor. It is an aromatic ether, a member of chalcones and a polyphenol. It derives from a trans-chalcone. It is a conjugate acid of a 4'-O-methylxanthohumol(1-). CC(=CCC1=C(C(=C(C=C1OC)OC)C(=O)/C=C/C2=CC=C(C=C2)O)O)C